(4R,5R)-5-(3-fluorophenyl)-4-(5-(phenylethynyl)-3-pyridinyl)-1,3-oxazolidin-2-one FC=1C=C(C=CC1)[C@@H]1[C@H](NC(O1)=O)C=1C=NC=C(C1)C#CC1=CC=CC=C1